FC(O[Si](OC(F)(F)F)(OC(F)(F)F)C(C(C(C(C(C(C(C(C(C(F)(F)F)(F)F)(F)F)(F)F)(F)F)(F)F)(F)F)(F)F)(F)F)(F)F)(F)F perfluorodecyltrimethoxy-silane